ethyl (2S)-2-[[2-(acetylsulfanylmethyl)-3-(2-methylphenyl)propanoyl] amino]-4-methylsulfanylbutanoate C(C)(=O)SCC(C(=O)N[C@H](C(=O)OCC)CCSC)CC1=C(C=CC=C1)C